lithium boric acid B(O)(O)O.[Li]